C(#N)C1=C(C=C(C=C1F)CN(C(=O)C=1C=NC=CC1)C1=CC=CC=2CCS(C21)(=O)=O)F N-[(4-cyano-3,5-difluoro-phenyl)methyl]-N-(1,1-dioxo-2,3-dihydro-1λ6-benzothiophen-7-yl)pyridine-3-carboxamide